tert-butyl 2-(hydroxymethyl)-4-{3-[(phenylmethoxy)carbonylamino]propyl}piperazinecarboxylate OCC1N(CCN(C1)CCCNC(=O)OCC1=CC=CC=C1)C(=O)OC(C)(C)C